1-[[2-(difluoromethoxy)pyridin-4-yl]methyl]-3-[(1-fluorocyclopentyl)methyl]urea FC(OC1=NC=CC(=C1)CNC(=O)NCC1(CCCC1)F)F